Tri-n-hexadecyl-trimellitic acid C(CCCCCCCCCCCCCCC)C=1C(=C(C(=C(C1C(=O)O)C(=O)O)CCCCCCCCCCCCCCCC)C(=O)O)CCCCCCCCCCCCCCCC